N1(CCCCC1)C1=CC=C(C=C1)NC1C[C@@H]2[C@@H](CN(C2)C(=O)OC(C)(C)C)C1 Tert-butyl (3aR,6aS)-5-((4-(piperidin-1-yl)phenyl)amino)hexahydrocyclopenta[c]pyrrole-2(1H)-carboxylate